Cl.N[C@H](C(=O)N1[C@@H](C[C@H](C1)O)C(=O)NCC1=CC=C(C=C1)C1=CN=CS1)C(C)(C)C (2S,4R)-1-[(2S)-2-amino-3,3-dimethylbutanoyl]-4-hydroxy-N-([4-(1,3-thiazol-5-yl)phenyl]methyl)pyrrolidine-2-carboxamide hydrogen chloride salt